CC12CC(C1)(C2)NC(=O)NCC2=CC(=CC=C2)OC(F)(F)F 1-(3-methyl-1-bicyclo[1.1.1]pentanyl)-3-[[3-(trifluoromethoxy)phenyl]methyl]urea